tert-butyl (3-(3-(2-(2-methoxyethoxy)acetamido)phenyl)imidazo[1,2-a]pyridin-6-yl)carbamate COCCOCC(=O)NC=1C=C(C=CC1)C1=CN=C2N1C=C(C=C2)NC(OC(C)(C)C)=O